(4-isobutylcyclohexyl)isobutyl fumarate C(\C=C\C(=O)[O-])(=O)OC(C(C)C)C1CCC(CC1)CC(C)C